C(C)[C@]1(C2=C(NC=3N=CC(=CC13)F)CC(CC2=O)(C)C)C2=CC(=CC=C2)C2=CN=CN2C(C)C (S)-5-ethyl-3-fluoro-5-(3-(1-isopropyl-1H-imidazol-5-yl)phenyl)-8,8-dimethyl-5,8,9,10-tetrahydrobenzo[b][1,8]naphthyridin-6(7H)-one